ethylenediamine hydrochloride nickel [Ni].Cl.C(CN)N